(1R,3S)-1,2,2-trimethylcyclopentane-1,3-diamine C[C@@]1(C([C@H](CC1)N)(C)C)N